5-(2-(4-fluoro-3-methoxy-5-methylphenylamino)-5-methylpyrimidin-4-ylamino)benzo[d]oxazol-2(3H)-one methanesulfonic acid salt CS(=O)(=O)O.FC1=C(C=C(C=C1C)NC1=NC=C(C(=N1)NC=1C=CC2=C(NC(O2)=O)C1)C)OC